N-(5-ethylsulfanyl-1,3,4-thiadiazol-2-yl)-6,7-dimethyl-4-oxochromene-2-carboxamide C(C)SC1=NN=C(S1)NC(=O)C=1OC2=CC(=C(C=C2C(C1)=O)C)C